CN(CCC(OC=1C=CC2=C(C(=C(O2)C)C(=O)NC2C(NCC2)=O)C1)C1=CC=CC=C1)C 5-(3-(dimethylamino)-1-phenylpropoxy)-2-methyl-N-(2-oxopyrrolidin-3-yl)benzofuran-3-carboxamide